Octyltrisilane C(CCCCCCC)[SiH2][SiH2][SiH3]